2-(methoxy-d3)-3-(4,4,5,5-tetramethyl-1,3,2-dioxaborolan-2-yl)aniline C(OC1=C(N)C=CC=C1B1OC(C(O1)(C)C)(C)C)([2H])([2H])[2H]